C(=O)O.ClC1=C(C(=CC=C1)Cl)N1CC(C1)C1=CC(=C(CN2CC(C(CC2)C(=O)O)F)C(=C1)C)C 1-(4-(1-(2,6-dichlorophenyl)azetidin-3-yl)-2,6-dimethylbenzyl)-3-fluoropiperidine-4-carboxylic acid formate salt